methyl N-[[5-[1-(4-cyclopropyl-2,6-dichlorophenyl)-1H-pyrazol-3-yl]-2-methyl phenyl]methyl]carbamate C1(CC1)C1=CC(=C(C(=C1)Cl)N1N=C(C=C1)C=1C=CC(=C(C1)CNC(OC)=O)C)Cl